FC(C1=NC=CC(=C1)C(=O)OC1CNCC1)F 3-pyrrolidinyl 2-(difluoromethyl)-4-pyridinecarboxylate